(1R,2S,3R,5R)-3-(4-amino-5-bromo-2-chloro-7H-pyrrolo[2,3-d]pyrimidin-7-yl)-5-(3-methoxyphenyl)cyclopentane-1,2-diol NC=1C2=C(N=C(N1)Cl)N(C=C2Br)[C@H]2[C@@H]([C@@H]([C@H](C2)C2=CC(=CC=C2)OC)O)O